Cl.F[C@H]1CNCC1 (R)-3-fluoropyrrolidine hydrochloride salt